5-(3,4-difluorophenyl)-2-(3-(pyridin-4-yl)bicyclo[1.1.1]pentan-1-yl)-1,2-thiazinane 1,1-dioxide FC=1C=C(C=CC1F)C1CCN(S(C1)(=O)=O)C12CC(C1)(C2)C2=CC=NC=C2